C(C)N1N=NC(=C1)CC[C@@H](C(C(=O)OCC1=CC=CC=C1)(C)C)C=1SC(=C(C1)CN1S(C2=C(C[C@@H](C1)C)N=CC=C2)(=O)=O)C Benzyl (S)-5-(1-ethyl-1H-1,2,3-triazol-4-yl)-2,2-dimethyl-3-(5-methyl-4-(((S)-4-methyl-1,1-dioxido-4,5-dihydropyrido[2,3-f][1,2]thiazepin-2(3H)-yl)methyl)thiophen-2-yl)pentanoate